OCCN1CCN(CC1)CCNC=C1C(OC2=CC=C(C=C2C1=O)C1=CC=CC=C1)=O 3-(((2-(4-(2-hydroxyethyl)piperazin-1-yl)ethyl)amino)methylene)-6-phenylchromane-2,4-dione